5-(octadecan-3-yl)-1,2,3-oxadiazol-4(5H)-one CCC(CCCCCCCCCCCCCCC)C1C(N=NO1)=O